(5-bromo-2-hydroxybenzylidene)hydrazinol BrC=1C=CC(=C(C=NNO)C1)O